Ethyl 2-(3-cyano-2-methyl-phenyl)-3-(2,6-dimethyl-4-pyridyl)pyrazolo[1,5-a]pyrimidine-5-carboxylate C(#N)C=1C(=C(C=CC1)C1=NN2C(N=C(C=C2)C(=O)OCC)=C1C1=CC(=NC(=C1)C)C)C